N-(2-((5-bromo-2-chloropyrimidin-4-yl)amino)-5-hydroxyphenyl)-N-methylmethanesulfonamide BrC=1C(=NC(=NC1)Cl)NC1=C(C=C(C=C1)O)N(S(=O)(=O)C)C